3-(2-(4-(2-isopropylphenyl)piperazin-1-yl)ethyl)-2-oxa-8-azaspiro[4.5]decan-1-one C(C)(C)C1=C(C=CC=C1)N1CCN(CC1)CCC1OC(C2(C1)CCNCC2)=O